4-chloro-1-cyclopropyl-2-methyl-5-nitro-1H-benzo[d]imidazole ClC1=C(C=CC=2N(C(=NC21)C)C2CC2)[N+](=O)[O-]